BrC1=CC=C(C=C1)S(=O)(=O)N[C@H](C(=O)NC=1SC=C(N1)C1=C(C=CC=C1)Cl)CC1=CNC2=CC=CC=C12 (S)-2-(4-bromophenylsulphonamido)-N-(4-(2-chlorophenyl)thiazol-2-yl)-3-(1H-indol-3-yl)propanamide